(4-(4-(3-aminopropoxy)phenoxy)-3-iodophenethyl)carbamate NCCCOC1=CC=C(OC2=C(C=C(CCNC([O-])=O)C=C2)I)C=C1